NC=1C(=CC2=C(N=C(N2C(F)F)C(F)F)C1C1=C(C(=CC=C1C)OC)C)C(=O)N 6-amino-2,3-bis(difluoromethyl)-7-(3-methoxy-2,6-dimethyl-phenyl)benzimidazole-5-carboxamide